C(C)(C)(C)C=1C=C(C(=O)OCC2=CC=C(C=C2)OC)C=C(C1OCC1=CC=C(C=C1)OC)C=O (4-methoxyphenyl)methyl 3-tert-butyl-5-formyl-4-[(4-methoxyphenyl)methoxy]benzoate